OCCOC(C1=CC=C(C(=O)OCCO)C=C1)=O Bis(2-hydroxylethyl)terephthalate